1-methylpyrrolo[2,3-b]pyridin-5-amine CN1C=CC=2C1=NC=C(C2)N